CN[C@@H](CC(C)C)C(=O)O (L)-N-methyl-leucine